3-((4-(2-amino-6-(3-cyano-2-methylphenyl)pyrimidin-4-yl)-2-oxopyridin-1(2H)-yl)methyl)benzenesulfonamide NC1=NC(=CC(=N1)C1=CC(N(C=C1)CC=1C=C(C=CC1)S(=O)(=O)N)=O)C1=C(C(=CC=C1)C#N)C